O=C1C(C(NCC1)=O)N1C(C2=CC=C(C=C2C1=O)N1CC(CC1)CN1CCC(CC1)C1=C(C=C(C=C1)NC=1N=C(N=NC1C(=O)N)N1C[C@@H](CCC1)O)F)=O 5-((4-(1-((1-(2-(dioxopiperidin-3-yl)-1,3-dioxoisoindoline-5-yl)pyrrolidin-3-yl)Methyl)piperidin-4-yl)-3-fluorophenyl)amino)-3-((R)-3-hydroxypiperidin-1-yl)-1,2,4-triazine-6-Formamide